C(C)(=O)OC\C=C/CCC cis-2-hexenol acetate